C(CCCCCCCCCCCCCCCCCCCCCCCCCCC)(=O)[O-].[Ca+2].C1(=C(C=CC=C1)S(=O)([O-])C1=C(C=CC=C1)C)C.[Zn+2] Zinc ditolyl-sulfinate Calcium Montanate